2-(2-ethoxy-2-oxoethyl)-4,5-dihydroxybenzoic acid ethyl ester C(C)OC(C1=C(C=C(C(=C1)O)O)CC(=O)OCC)=O